5-[5-[(1R)-1-(3,5-dichloro-4-pyridyl)ethoxy]-6-methoxy-1-tetrahydropyran-2-yl-indazol-3-yl]-2-(8-oxa-2,5-diazaspiro[3.5]nonan-2-yl)pyridine ClC=1C=NC=C(C1[C@@H](C)OC=1C=C2C(=NN(C2=CC1OC)C1OCCCC1)C=1C=CC(=NC1)N1CC2(C1)NCCOC2)Cl